[N+](=O)([O-])C1=C(C=CC(=C1)[N+](=O)[O-])N1C=[N+](C=C1)C1=C(C=C(C=C1)[N+](=O)[O-])[N+](=O)[O-] 1,3-bis(2,4-dinitrophenyl)-imidazolium